6-[2-(2-methoxyethoxy)phenyl]-7-phenyl-5H-thieno[3,2-c]pyridin-4-one COCCOC1=C(C=CC=C1)C1=C(C2=C(C(N1)=O)C=CS2)C2=CC=CC=C2